Z-9-Tricosene CCCCCCCC\C=C/CCCCCCCCCCCCC